FC1=CC(=C(C(=O)NC=2C(=NC(=CC2)OC)C)C=C1F)NC1=C(C=C(C=C1)F)C 4,5-difluoro-2-((4-fluoro-2-methylphenyl)-amino)-N-(6-methoxy-2-methylpyridin-3-yl)benzamide